N-(2-(2-fluoro-5-methoxypyridin-3-yl)ethyl)-6-(4-methoxyphenyl)pyrazine-2-carboxamide FC1=NC=C(C=C1CCNC(=O)C1=NC(=CN=C1)C1=CC=C(C=C1)OC)OC